tert-butyl (2-(1-(2,7-dichloro-8-fluoropyrido[4,3-d]pyrimidin-4-yl)piperidin-3-yl)ethyl)carbamate ClC=1N=C(C2=C(N1)C(=C(N=C2)Cl)F)N2CC(CCC2)CCNC(OC(C)(C)C)=O